4,5,6,7-tetrabromobenzimidazole-valerate BrC1=C(C(=C(C=2N=C(NC21)CCCCC(=O)[O-])Br)Br)Br